(1-(6-amino-5-((2-amino-3-chloropyridin-4-yl)thio)pyrazin-2-yl)-4-methylpiperidin-4-yl)carbamic acid tert-butyl ester C(C)(C)(C)OC(NC1(CCN(CC1)C1=NC(=C(N=C1)SC1=C(C(=NC=C1)N)Cl)N)C)=O